(S)-N-(2,3-difluoro-4-((3-(2-(piperidin-3-ylamino)pyrimidin-4-yl)pyridin-2-yl)oxy)phenyl)-3,5-difluorobenzenesulfonamide FC1=C(C=CC(=C1F)OC1=NC=CC=C1C1=NC(=NC=C1)N[C@@H]1CNCCC1)NS(=O)(=O)C1=CC(=CC(=C1)F)F